5-(2-ethoxy-3-pyridinyl)-1-isopropyl-N-[trans-4-methoxytetrahydrofuran-3-yl]pyrazolo[4,3-b]pyridin-7-amine C(C)OC1=NC=CC=C1C1=CC(=C2C(=N1)C=NN2C(C)C)N[C@@H]2COC[C@H]2OC